3-oxo-3-(pyridin-2-yl)propionic acid ethylester C(C)OC(CC(C1=NC=CC=C1)=O)=O